C(#N)[C@H]1N(CCC1)C(CN(C(OC(C)(C)C)=O)C12CC3(C[C@@H](CC(C1)C3)C2)OCCOCCOCCO)=O tert-butyl (2-((S)-2-cyanopyrrolidin-1-yl)-2-oxoethyl)((1S,3R,5S)-3-(2-(2-(2-hydroxyethoxy)ethoxy)ethoxy)adamantan-1-yl)carbamate